(1S,3R)-3-morpholinocyclopentanamine O1CCN(CC1)[C@H]1C[C@H](CC1)N